C1(=CC=CC=C1)S(=O)(=O)N1CC2(C1)CCN(CC2)C(=O)N2C[C@@H]1[C@@H](OCC(N1)=O)CC2 (4aR,8aS)-6-(2-(Phenylsulfonyl)-2,7-diazaspiro[3.5]nonane-7-carbonyl)hexahydro-2H-pyrido[4,3-b][1,4]oxazin-3(4H)-one